S1C(=NC=C1)CC1=NNC=2C1=NC=CC2 (thiazol-2-ylmethyl)pyrazolo[4,3-b]pyridin